NCCOC[C@@]12C[C@H](N([C@H]2C1)C(CNC(=O)C=1C=CC=2C(C3=CC=CC=C3C2C1)(F)F)=O)C(=O)N[C@H](C)C=1SC=C(C1)C(N)=N (1S,3S,5R)-5-((2-aminoethoxy)methyl)-N-((R)-1-(4-carbamimidoylthiophen-2-yl)ethyl)-2-((9,9-difluoro-9H-fluorene-3-carbonyl)glycyl)-2-azabicyclo[3.1.0]hexane-3-carboxamide